NC1=CC(=C(OC=2C=C3CCN(CC3=CC2)C)C(=C1)Cl)Cl 6-(4-amino-2,6-dichlorophenoxy)-2-methyl-3,4-dihydroisoquinolin